4-amino-N-cyclopropyl-3,3-dimethyl-N-((5-(trifluoromethyl)pyridin-2-yl)methyl)-1,3-dihydrofuro[3,4-c]quinoline-8-carboxamide NC1=NC=2C=CC(=CC2C2=C1C(OC2)(C)C)C(=O)N(CC2=NC=C(C=C2)C(F)(F)F)C2CC2